N-[1-[5-[(3R)-3-amino-1-piperidyl]-2-pyridyl]ethyl]-4-oxo-pyrido[1,2-a]pyrimidine-2-carboxamide N[C@H]1CN(CCC1)C=1C=CC(=NC1)C(C)NC(=O)C=1N=C2N(C(C1)=O)C=CC=C2